C(C1=C(C(=C(C=2C=3C(=C(C(=C(C3NC12)C([2H])([2H])[2H])[2H])[2H])[2H])[2H])[2H])[2H])([2H])([2H])[2H] 1,8-bis(methyl-d3)-9H-carbazole-2,3,4,5,6,7-d6